bis(2,3-epoxycyclopentyl)ether C1(C2C(CC1)O2)OC2C1C(CC2)O1